[Fe].[Si].[Cu] copper-silicon iron